C1(CC1)C1=NC(=CC(=C1)C=1N=NNC1)C(F)(F)F 4-(2-cyclopropyl-6-(trifluoromethyl)pyridin-4-yl)-1H-1,2,3-triazole